C(C)(C)(C)OC(=O)N1C=CC2=C(C(=CC(=C12)C)OC)CN1C(CN(CC1)CC(F)F)C1=C2CCCNC2=C(C=C1)C(=O)OC Methyl 5-(1-((1-(tert-butoxycarbonyl)-5-methoxy-7-methyl-1H-indol-4-yl)methyl)-4-(2,2-difluoroethyl)piperazin-2-yl)-1,2,3,4-tetrahydroquinoline-8-carboxylate